FC(OC1=C2CN(CC2=CC=C1)C(=O)OC(C)(C)C)F tert-butyl 4-(difluoromethoxy)-isoindoline-2-carboxylate